C(C)(=O)O[C@@H]1C(OC(C(Cl)(Cl)Cl)=N)O[C@@H]([C@H]([C@@H]1OCC1=CC=CC=C1)OCC1=CC=CC=C1)COCC1=CC=CC=C1 2-O-acetyl-3,4,6-tri-O-benzyl-1-O-(2,2,2-trichloroethanimidoyl)-D-mannopyranose